non-2-yn-1-yl 8-((6-((4,4-bis(octyloxy)butanoyl)oxy)hexyl)(2-hydroxyethyl)amino)octanoate C(CCCCCCC)OC(CCC(=O)OCCCCCCN(CCCCCCCC(=O)OCC#CCCCCCC)CCO)OCCCCCCCC